CN(C1=CC=C(CCNC(CCC(=O)N2CCC(CC2)OC2=NC=C(C=C2)C2=CC=C(C=C2)N(C)C)=O)C=C1)C N-(4-(dimethylamino)phenethyl)-4-(4-((5-(4-(dimethylamino)phenyl)pyridin-2-yl)oxy)piperidin-1-yl)-4-oxobutanamide